4-((2-(difluoromethyl)-1-methyl-1H-benzo[d]imidazol-6-yl)ethynyl)-N1-(methyl-d3)-2,7-naphthyridine-1,6-diamine FC(C1=NC2=C(N1C)C=C(C=C2)C#CC2=CN=C(C1=CN=C(C=C21)N)NC([2H])([2H])[2H])F